2-(Pyridin-2-yl)ethyl-(7-fluoro-6-(8-methyl-2,3-dihydro-1H-pyrido[2,3-b][1,4]oxazin-7-yl)isochinolin-3-yl)carbamat N1=C(C=CC=C1)CCOC(NC=1N=CC2=CC(=C(C=C2C1)C1=C(C2=C(OCCN2)N=C1)C)F)=O